COC=1C(=CC=2CCN3CC=4C=C(C(=CC4CC3C2C1)O)OC)OC 2,3,10-trimethoxy-5,6,7,8,13,13a-hexahydroisoquinolino[2,1-b]isoquinolin-11-ol